O1CCCC=2C1=NC1=CC=CC=C1C2 3,4-dihydropyrano[2,3-b]Quinoline